ClC1=C(C=NN(C1=O)C1CCN(CC1)S(=O)(=O)NC1=CC=CC=C1)NC[C@@H]1COCC[C@H]1O 4-(5-chloro-4-((((3R,4R)-4-hydroxytetrahydro-2H-pyran-3-yl)methyl)amino)-6-oxopyridazin-1(6H)-yl)-N-phenylpiperidine-1-sulfonamide